NC1=C(C=C(C(=O)[O-])C=C1)NCC1COC1 4-amino-3-((oxetan-3-ylmethyl)amino)benzoate